COC1CC(C1)C(=O)NC1=CC(=C(C=C1)OC=1C=NC(=NC1)N1CCC(CC1)OC(F)(F)F)C 3-methoxy-N-(3-methyl-4-((2-(4-(trifluoromethoxy)piperidin-1-yl)pyrimidin-5-yl)oxy)phenyl)cyclobutane-1-carboxamide